5-amino-1,3,3-trimethyltriphenyl-trimethyl-1-(4-aminophenyl)-indane NC=1C(=C2C(CC(C2=C(C1C)C)(C1=CC=C(C=C1)N)C)(C)C)C(C1=CC=CC=C1)(C1=CC=CC=C1)C1=CC=CC=C1